cis-5-methyl-N-(1-methyl-1H-pyrazol-4-yl)-4-(3a-methyl-hexahydropyrrolo[3,4-c]pyrrol-2(1H)-yl)pyrimidin-2-amine CC=1C(=NC(=NC1)NC=1C=NN(C1)C)N1C[C@@H]2CNC[C@@]2(C1)C